7-[(8aR)-hexahydropyrrolo[1,2-a]pyrazin-2(1H)-yl]-2-(6-methylpyrazolo[1,5-a]pyrazin-2-yl)-4H-pyrido[1,2-a]pyrimidin-4-one C1[C@@H]2N(CCN1C=1C=CC=3N(C(C=C(N3)C3=NN4C(C=NC(=C4)C)=C3)=O)C1)CCC2